2,4,6-trimethylphenyl-1,10-phenanthroline CC1=C(C(=CC(=C1)C)C)C1=NC2=C3N=CC=CC3=CC=C2C=C1